2-((3-chloro-4-fluorophenyl)((1-methylcyclohexyl)oxy)methyl)-5-methyl-4-(methylsulfonyl)-1H-imidazole ClC=1C=C(C=CC1F)C(C=1NC(=C(N1)S(=O)(=O)C)C)OC1(CCCCC1)C